Bis(diethylamino)dipropyl-tin C(C)N(CC)[Sn](CCC)(CCC)N(CC)CC